[3-(1H-benzimidazol-2-yl)-4-chlorophenyl]-4-[(4-methylpiperazin-1-yl)sulfonyl]-2-chlorobenzamide N1C(=NC2=C1C=CC=C2)C=2C=C(C=CC2Cl)C=2C(=C(C(=O)N)C=CC2S(=O)(=O)N2CCN(CC2)C)Cl